N-[(1R,3S)-3-{[6-chloro-2-(trifluoromethyl)quinolin-4-yl]amino}cyclohexyl]-1-methyl-1H-pyrrole-3-carboxamide ClC=1C=C2C(=CC(=NC2=CC1)C(F)(F)F)N[C@@H]1C[C@@H](CCC1)NC(=O)C1=CN(C=C1)C